COC(C1=CC(=C(C(=C1)C)OC(C)=O)C)=O 3,5-dimethyl-4-acetoxybenzoic acid methyl ester